BrC=1SC=C2C1N=CN(C2=O)CC2(CCNCC2)O 7-bromo-3-((4-hydroxypiperidin-4-yl)methyl)thieno[3,4-d]pyrimidin-4(3H)-one